5-bromo-3-methoxypyrazin-2-amine BrC=1N=C(C(=NC1)N)OC